O(O)O.[Fe].[Ni] nickel iron oxyhydroxide